C1(=CC=C(C=C1)C(CC(=O)C1=CC=C(C=C1)C)=O)C 1,3-di-p-tolylpropane-1,3-dione